CC(C(=O)OC1=C2C(=CNC2=CC=C1)CCN(C)C)C(C)C 3-(2-(dimethylamino)ethyl)-1H-indol-4-yl 2,3-dimethylbutanoate